CN1N=C(C2=CC=CC(=C12)C1C[C@H]2CC[C@@H](C1)N2CC2CCNCC2)C2C(NC(CC2)=O)=O 3-(1-methyl-7-((1r,5s)-8-(piperidin-4-ylmethyl)-8-azabicyclo[3.2.1]oct-3-yl)-1H-indazol-3-yl)piperidine-2,6-dione